CN1[C@@H](CCC1)COC=1N=C(C2=C(N1)CN(CC2)C2=C1C=NNC1=CC(=C2C(F)(F)F)C)N2C[C@@H](NCC2)CC#N 2-[(2S)-4-[2-[[(2S)-1-methylpyrrolidin-2-yl]methoxy]-7-[6-methyl-5-(trifluoromethyl)-1H-indazol-4-yl]-6,8-dihydro-5H-pyrido[3,4-d]pyrimidin-4-yl]piperazin-2-yl]acetonitrile